C(C#C)OC(C(=O)O)=O oxalic acid (2-propynyl) ester